hexahydrocyclopenta[c]-pyrrol C1NCC2C1=CCC2